C(=O)O.NCCN1CCN(CC1)C(=O)C1=C(C=C(C=C1)NC=1C=2N(C=CN1)C(=CN2)C=2C(=NNC2)C(F)(F)F)Cl (4-(2-aminoethyl)piperazin-1-yl)(2-chloro-4-((3-(3-(trifluoromethyl)-1H-pyrazol-4-yl)imidazo[1,2-a]pyrazin-8-yl)amino)phenyl)methanone formate